(1S,4S)-5-{7-bromo-6-cyclopropyl-2-(ethylsulfanyl)-8-[(1S)-1-phenylethoxy]quinazolin-4-yl}-2,5-diazabicyclo[2.2.1]heptane-2-carboxylic acid tert-butyl ester C(C)(C)(C)OC(=O)N1[C@@H]2CN([C@H](C1)C2)C2=NC(=NC1=C(C(=C(C=C21)C2CC2)Br)O[C@@H](C)C2=CC=CC=C2)SCC